(S)-3-(3,4-dihydroxyphenyl)-2-hydrazino-2-methylpropanoic acid OC=1C=C(C=CC1O)C[C@](C(=O)O)(C)NN